O1C(=CC=C1)CS(=O)(=O)CC(=O)NCCCN(CCCCCCCC(=O)OC(CCCCCCCC)CCCCCCCC)CCCCCCCC(OC(CC)CCCCCCCC)=O Heptadecan-9-yl 8-((3-(2-((furan-2-ylmethyl)sulfonyl)acetamido)propyl)(8-oxo-8-(undecan-3-yloxy)octyl)amino)octanoate